ClC=1C=C(C=2N=C(N(C(C2N1)=O)C)C)C1=C(C=C(C=C1)Cl)F 6-chloro-8-(4-chloro-2-fluorophenyl)-2,3-dimethylpyrido[3,2-d]pyrimidin-4(3H)-one